CC(C)(C)OC(=O)N[C@@H](C1=CSC=C1)C(=O)O Boc-(S)-3-thienylglycine